(trifluoromethyl)-4,5,6,7-tetrahydro-1H-pyrazolo[3,4-c]Pyridine FC(F)(F)N1N=CC2=C1CNCC2